N-[3-(phenylsulfonyloxy)phenyl]-N'-[3-(benzylsulfonyloxy)phenyl]urea C1(=CC=CC=C1)S(=O)(=O)OC=1C=C(C=CC1)NC(=O)NC1=CC(=CC=C1)OS(=O)(=O)CC1=CC=CC=C1